C(C)(C)(C)C1CCN(CC1)C(=O)NC1=CC(=C(C=C1)N1C=NC(=C1)C(C)(C)C)C=1N=NNN1 4-(tert-butyl)-N-(4-(4-(tert-butyl)-1H-imidazol-1-yl)-3-(2H-tetrazol-5-yl)phenyl)piperidine-1-Formamide